BrC=1COC2=CC(=CC=C2C1C1=CC=C(C=C1)N1CC2(C1)CCN(CC2)C(=O)OC(C)(C)C)OC2OCCCC2 tert-butyl 2-(4-(3-bromo-7-((tetrahydro-2H-pyran-2-yl) oxy)-2H-chromen-4-yl) phenyl)-2,7-diazaspiro[3.5]nonane-7-carboxylate